C(C)C=1N=C(SC1)[C@H](CC1=CC=C(C=C1)NS(O)(=O)=O)NC([C@H](C(C)C)C(=O)OC)=O 4-{(S)-2-(4-Ethylthiazol-2-yl)-2-[(S)-2-(methoxycarbonyl)-3-methylbutanamido]-ethyl}phenylsulfamic acid